BrC1=CC=C(COC2=C(C(=O)Cl)C=CC=C2)C=C1 2-[(4-bromobenzyl)oxy]benzoyl chloride